(3S)-N-cyclobutyl-3-{[1-cyclopentyl-5-(2,6-dimethoxyphenyl)-1H-pyrazol-3-yl]formamido}-5-(4-fluorophenyl)pentanamide C1(CCC1)NC(C[C@H](CCC1=CC=C(C=C1)F)NC(=O)C1=NN(C(=C1)C1=C(C=CC=C1OC)OC)C1CCCC1)=O